FC=1C=C(C=CC1)C1=C(N=C2N(C1=O)C(=CS2)C)[C@H](C)NNC(=O)OC(C)(C)C (S)-tert-butyl 2-(1-(6-(3-fluorophenyl)-3-methyl-5-oxo-5H-thiazolo[3,2-a]pyrimidin-7-yl) ethyl)-hydrazinecarboxylate